BrC1=CC=C(C=C1)[C@H](C)NC1=NC=CC2=C1CN(C2=O)CC (S)-4-(1-(4-bromophenyl)ethylamino)-2-ethyl-2,3-dihydro-1H-pyrrolo[3,4-c]pyridin-1-one